C\C(=C/COC(CCCCCC)=O)\CC\C=C(\CCC=C(C)C)/C [(2E,6E)-3,7,11-trimethyldodeca-2,6,10-trienyl]heptanoate